C12CN(CC(N1)C2)C=2N=C1C(=NC2)N=C(C=C1)SC1=C(C(=NC=C1)N)Cl 4-((2-(3,6-diazabicyclo[3.1.1]heptan-3-yl)pyrido[2,3-b]pyrazin-6-yl)thio)-3-chloropyridin-2-amine